N-[2-(1,6-dimethyl-1H-indol-3-yl)ethyl]-2,2-dimethyl-4-morpholinesulfonamide CN1C=C(C2=CC=C(C=C12)C)CCNS(=O)(=O)N1CC(OCC1)(C)C